N1=CC(=CC=C1)CNC(C)C1=CN=CC2=CC=CC=C12 4-(1-((pyridin-3-ylmethyl)amino)ethyl)isoquinolin